Methyl 4-bromo-3-(2-chloroacetylamino)-2-hydroxybenzoate BrC1=C(C(=C(C(=O)OC)C=C1)O)NC(CCl)=O